OCCCN(CCCCCC(C(=O)[O-])=C(CCCCCC)CCCCCC)CCCCCC(C(=O)[O-])=C(CCCCCC)CCCCCC ((3-hydroxypropyl)azanediyl)bis(pentane-5,1-diyl)(2E,2'E)-bis(3-hexylnon-2-enoate)